CC1(CC1)CC(C#N)N[C@H](C)C1=CC=CC=C1 3-(1-methylcyclopropyl)-2-[[(1R)-1-phenylethyl]amino]propanenitrile